OC(C(=O)OC)C1=CC=C(C=C1)[N+](=O)[O-] methyl 2-hydroxy-2-(4-nitrophenyl)acetate